N-(1-((trifluoromethyl)sulfonyl)azetidin-3-yl)-2,3-dihydro-1H-pyrrolo[3,4-c]pyridine-6-carboxamide FC(S(=O)(=O)N1CC(C1)NC(=O)C1=CC2=C(C=N1)CNC2)(F)F